N-dodecyldecane-1,10-diamine C(CCCCCCCCCCC)NCCCCCCCCCCN